N1C(NC=2C=NC=3C=CC=CC3C21)=S 1,3-dihydro-2H-imidazo[4,5-c]Quinoline-2-thione